C1(=CCCCC1)CC1=CC=C(C=C1)C 1-(1-Cyclohexenyl-methyl)-4-methylbenzol